1-((5-(5-(difluoromethyl)-1,3,4-oxadiazole-2-yl)pyridine-2-yl)methyl)-6-fluoro-3-methyl-5-(1-methyl-1H-indole-5-yl)-1,3-dihydro-2H-benzo[d]imidazole-2-one FC(C1=NN=C(O1)C=1C=CC(=NC1)CN1C(N(C2=C1C=C(C(=C2)C=2C=C1C=CN(C1=CC2)C)F)C)=O)F